NC1=NC=CC2=C1N=CN2CC2=CC=C(C=C2)B(O)O 4-((4-aminoimidazo[4,5-c]pyridin-1-yl)methyl)phenylboronic acid